C(C)(C)NC1=NC(=NC(=N1)NC1=CC=CC=C1)C1=NC=CC(=C1)C(F)(F)F N2-isopropyl-N4-phenyl-6-(4-(trifluoromethyl)pyridin-2-yl)-1,3,5-triazine-2,4-diamine